2-(4-(2-(2,6-dimethylpyridin-4-yl)-3-isopropyl-1H-indol-5-yl)piperidin-1-yl)-N-((1R,3S,5R,7S)-3-hydroxyadamantan-1-yl)acetamide CC1=NC(=CC(=C1)C=1NC2=CC=C(C=C2C1C(C)C)C1CCN(CC1)CC(=O)NC12CC3(C[C@H](C[C@@H](C1)C3)C2)O)C